2-(2-hydroxyphenyl)-1-(4-(2-(trifluoromethyl)phenyl)piperidin-1-yl)ethan-1-one OC1=C(C=CC=C1)CC(=O)N1CCC(CC1)C1=C(C=CC=C1)C(F)(F)F